C(N)(=O)C1=CC=C(C=C1)CN1C(CCC1=O)C(=O)O 1-[(4-Carbamoylphenyl)methyl]-5-oxopyrrolidine-2-carboxylic Acid